C(C)OP(OCC)(=O)CC1=C(C=C(C=C1C)Br)C (4-bromo-2,6-dimethylbenzyl)phosphonic acid diethyl ester